N-[(4-methoxyphenyl)aminomethylthio]carbamic acid ethyl ester C(C)OC(NSCNC1=CC=C(C=C1)OC)=O